S-(((1r,4r)-4-((tert-butoxycarbonyl)amino)cyclohexyl)methyl) ethanethioate C(C)(SCC1CCC(CC1)NC(=O)OC(C)(C)C)=O